N1C=CC=2C1=CN=C(C2)N2C(C1=CC=CC=C1C2=O)=O 2-(1H-pyrrolo[2,3-c]pyridin-5-yl)isoindole-1,3-dione